ClC=1C(=C(C=CC1)NC1=C(NC2=C1C(NCC2)=O)C2=CC=NC1=CC=C(N=C21)OCCCN2CCOCC2)OC 3-[(3-chloro-2-methoxyphenyl)amino]-2-{6-[3-(morpholin-4-yl)propoxy]-1,5-naphthyridin-4-yl}-1H,5H,6H,7H-pyrrolo[3,2-c]pyridin-4-one